3-(N,N-diethylamino)propyl-acrylamide tert-butyl-2-[[1-[2-(2,6-dioxo-3-piperidyl)-1-oxo-isoindolin-5-yl]azetidin-3-yl]methyl]-2,7-diazaspiro[3.5]nonane-7-carboxylate C(C)(C)(C)OC(=O)N1CCC2(CN(C2)CC2CN(C2)C=2C=C3CN(C(C3=CC2)=O)C2C(NC(CC2)=O)=O)CC1.C(C)N(CC)CCCC(C(=O)N)=C